FC(C(=O)O)(F)F.NC1=NC=CC(=C1Cl)SC1=CN=C(C=2N1C=NC2)N2CCC1([C@@H](C=3N(N=CC3)C1)N)CC2 (S)-1-(5-((2-amino-3-chloropyridin-4-yl)thio)imidazo[1,5-a]pyrazin-8-yl)-4'H,6'H-spiro[piperidine-4,5'-pyrrolo[1,2-b]pyrazole]-4'-amine (trifluoroacetate)